(S)-2-((2-((S)-4-(difluoromethyl)-2-oxo-1,3-thiazepan-3-yl)-5,6-dihydrobenzo[f]imidazo[1,2-d][1,4]oxazepin-9-yl)amino)propanamide FC([C@H]1N(C(SCCC1)=O)C=1N=C2N(CCOC3=C2C=CC(=C3)N[C@H](C(=O)N)C)C1)F